NC(C(=O)O)CO 2-Amino-3-hydroxypropionic acid